3-(2-(1,3-dioxolan-2-yl)thiazol-5-yl)-2-methoxyaniline O1C(OCC1)C=1SC(=CN1)C=1C(=C(N)C=CC1)OC